methyl 3-(3,5-difluorophenyl)-5-vinyl-4H-isoxazole-5-carboxylate FC=1C=C(C=C(C1)F)C1=NOC(C1)(C(=O)OC)C=C